[Si](C)(C)(C(C)(C)C)OC1=CC=C(C=C1)NC(CCCCCNC(C1=CC=C(C=C1)C)(C1=CC=CC=C1)C1=CC=CC=C1)=O (S)-1-((4-((tert-butyldimethylsilyl)oxy)phenyl)amino)-6-((diphenyl(p-tolyl)methyl)amino)-1-oxohexan